N1C(=CC=C1)C=O Z-pyrrole-2-carboxaldehyde